4-(6-((3aR,5s,6aS)-5-amino-5-methylhexahydrocyclopenta[c]pyrrol-2(1H)-yl)pyridin-3-yl)-6-(2-hydroxy-2-methylpropoxy)pyrazolo[1,5-a]pyridine-3-carbonitrile NC1(C[C@@H]2[C@@H](CN(C2)C2=CC=C(C=N2)C=2C=3N(C=C(C2)OCC(C)(C)O)N=CC3C#N)C1)C